sodium hyponitrate [N+]([O-])([O-])=NO.[Na+]